C(C=C)(=O)OC1C2C3CCCC3=C(C1)C2 tricyclo[5.2.1.02,6]decen-8-yl acrylate